FC(C1=NC=C(C=N1)NC(=O)[C@@H]1CC12CCN(CC2)C(=O)OC(C(F)(F)F)C(F)(F)F)(F)F |o1:11| 1,1,1,3,3,3-hexafluoropropan-2-yl (R or S)-1-((2-(trifluoromethyl) pyrimidin-5-yl)carbamoyl)-6-azaspiro[2.5]octane-6-carboxylate